tert-butyl N-[3-oxo-3-[3-[[rac-(1R)-2-(3-carbamimidoylphenyl)-1-thiazol-2-yl-ethyl]sulfamoyl]anilino]propyl]carbamate O=C(CCNC(OC(C)(C)C)=O)NC1=CC(=CC=C1)S(N[C@H](CC1=CC(=CC=C1)C(N)=N)C=1SC=CN1)(=O)=O |r|